N-[2-(2-Hydroxyethyl)-6-(hydroxymethyl)-2H-indazol-5-yl]-6-(trifluoromethyl)pyridine-2-carboxamide OCCN1N=C2C=C(C(=CC2=C1)NC(=O)C1=NC(=CC=C1)C(F)(F)F)CO